CN1CC(C1)N1CC2=CC=C(C=C2CC1)NC1=NC2=CC(=CC=C2C=N1)C=1C=NNC1 N-(2-(1-methylazetidin-3-yl)-1,2,3,4-tetrahydroisoquinolin-6-yl)-7-(1H-pyrazol-4-yl)quinazolin-2-amine